C(C)(C)(C)OC(=O)N1[C@H]2CC3([C@@H]([C@H](C3)[C@H]3N4C(C5=CC=CC=C35)=CN=C4)O)C[C@@H]1CC2.C(C)[Si](CC)(CC)C(F)(F)F triethylsilyl-trifluoromethane tert-butyl-(1R,2'R,3s,3'R,5S)-2'-hydroxy-3'-((R)-5H-imidazo[5,1-a]isoindol-5-yl)-8-azaspiro[bicyclo[3.2.1]octane-3,1'-cyclobutane]-8-carboxylate